C1(CCCC1)N1N=C(C=C1C1=C(C=CC=C1OC)OC)C(=O)N[C@H](CC(=O)N(C)CCOC)CCN1CCCCC1 (3S)-3-{[1-cyclopentyl-5-(2,6-dimethoxyphenyl)-1H-pyrazol-3-yl]formamido}-N-(2-methoxyethyl)-N-methyl-5-(piperidin-1-yl)pentanamide